FC1(CN(CCC1)CC(=O)NC1=C(C=CC=C1C)C)F 2-(3,3-difluoropiperidin-1-yl)-N-(2,6-dimethylphenyl)acetamide